FC1(C(C(C(C(C1(C(F)(F)F)F)=O)(C(F)(F)F)F)(C(F)(F)F)F)=O)C(F)(F)F 2,3,5,6-tetrafluoro-2,3,5,6-tetrakis(trifluoromethyl)cyclohexane-1,4-dione